3,4-dihydro-2H-1,3-oxazol O1CNCC1